4-[2-(pyrrolidin-1-yl)ethyl]pyridine N1(CCCC1)CCC1=CC=NC=C1